ClC1=CC=C(C=C1)C1=NC=C(C(=C1)N)[N+](=O)[O-] (4-chlorophenyl)-5-nitropyridin-4-amine